6-(8-bromo-6H,12H-5,11-methanodibenzo[b,f][1,5]diazocin-2-yl)-5,6-dihydrobenzene BrC1=CC2=C(N3CC4=C(N(C2)C3)C=CC(=C4)C4CC=CC=C4)C=C1